C12(CC3CC(CC(C1)C3)C2)NS(=O)(=O)C2=CC=C(CCNC(C3=CC(=CC=C3)Br)=O)C=C2 N-(4-(N-((3R,5R)-adamantan-1-yl)aminosulfonyl)phenethyl)-3-bromobenzamide